P(=O)(=O)[K] PHOSPHOPOTASSIUM